1-(5-(2,3-dimethyl-3H-imidazo[4,5-b]pyridin-5-yl)pyrrolo[2,1-f][1,2,4]triazin-2-yl)-N4-methylcyclohexane-1,4-diamine CC1=NC=2C(=NC(=CC2)C=2C=CN3N=C(N=CC32)C3(CCC(CC3)NC)N)N1C